BrC=1C=C(C=CC1)C1=C(SC=C1)C=O (3-bromophenyl)thiophene-2-carbaldehyde